allylyl disulfide C1(C=C)SS1